di(n-butyl) sebacate CCCCOC(=O)CCCCCCCCC(=O)OCCCC